C(CCCP(O)(=O)O)P(O)(=O)O.C(CCCCCCCCCCCCCCCCCCCCC)O behenyl alcohol butanediphosphonate